C(C1=CC=CC=C1)N1N=CC(=C1)C=1C=C(C=CC1)C1=CC=2N(C=C1)N=C(N2)N(C(OC(C)(C)C)=O)C(=O)OC(C)(C)C tert-butyl (7-(3-(1-benzyl-1H-pyrazol-4-yl)phenyl)-[1,2,4]triazolo[1,5-a]pyridin-2-yl)(tert-butoxycarbonyl)carbamate